5-fluoro-3-(trifluoromethyl)-8,9-dihydropyrido[3',2':4,5]pyrrolo[1,2-a]pyrazin-6(7H)-one FC=1C2=C(N3C1C(NCC3)=O)N=CC(=C2)C(F)(F)F